NC(CO)(CC(C)C)CC 2-amino-2-ethyl-4-methyl-1-pentanol